(S)-4-{[(4-chloro-3-methoxy-phenyl)-methyl-amino]-methyl}-4,5-dihydro-oxazol-2-ylamine ClC1=C(C=C(C=C1)N(C)C[C@@H]1N=C(OC1)N)OC